isobutyl 3-diethylamino-α-cyanocinnamate C(C)N(C=1C=C(C=C(C(=O)OCC(C)C)C#N)C=CC1)CC